C(C=C)OC(=O)Cl Allylchloroformate